FC=1C=C2C(=CN=C(C2=CC1F)OC)[C@@H](C)N([S@@](=O)C(C)(C)C)C (S)-N-[(R)-1-(6,7-difluoro-1-methoxy-4-isoquinolyl)ethyl]-N,2-dimethyl-propane-2-sulfinamide